ClC=1C=CC(=C(C1)C1=NN(C=C1NC(=O)C=1C=NN2C1N=CC=C2)CC(N2CCCCC2)=O)OC N-(3-(5-chloro-2-methoxyphenyl)-1-(2-oxo-2-(piperidin-1-yl)ethyl)-1H-pyrazol-4-yl)pyrazolo[1,5-a]pyrimidine-3-carboxamide